2-(4-(((3R,5R)-5-fluoro-1-methylpiperidin-3-yl)amino)-7,8-dihydro-5H-pyrano[3,4-d]pyridazin-1-yl)-5-methylphenol F[C@@H]1C[C@H](CN(C1)C)NC=1N=NC(=C2C1COCC2)C2=C(C=C(C=C2)C)O